CC1=CC=C(C(=N1)C(=O)O)C1=NC=CN=C1 6-methyl-3-(pyrazin-2-yl)picolinic acid